NC=1C=C(C=NC1)[C@H](CC(F)F)NC(OC(C)(C)C)=O tert-butyl (S)-(1-(5-aminopyridin-3-yl)-3,3-difluoropropyl)carbamate